FC1(CCN(CC1)C=1C=C(C=C2C=CC(=NC12)O)NC=O)F N-[8-(4,4-difluoropiperidinyl)-2-hydroxy(6-quinolinyl)]carboxamide